ONC(C=CC1=CC(=CC=C1)S(NC1=CC=CC=C1)(=O)=O)=O N-hydroxy-3-[3-(phenylsulfamoyl)phenyl]acrylamide